NC1=C(N=C2N1C=CC=C2C2=C(C=CC=C2OC)F)C(=O)NC2CC(C2)C 3-Amino-8-(2-fluoro-6-methoxyphenyl)-N-(3-methylcyclobutyl)imidazo[1,2-a]pyridine-2-carboxamide